4-ethoxycarbonyl-phenylboronic acid C(C)OC(=O)C1=CC=C(C=C1)B(O)O